C(C)OC(CC1=CC=2C(S1)=CSC2)=O thieno[3,4-b]Thiophene-2-acetic acid ethyl ester